ClC1=CC=C(C2=C1CCO2)CO (4-chloro-2,3-dihydro-1-benzofuran-7-yl)methanol